NC=1C(=NC=NC1)N1CCNC2(CC2)C1 7-(5-aminopyrimidin-4-yl)-4,7-diazaspiro[2.5]octane